BrC([2H])([2H])C1=CC=CC=C1 (bromomethyl-d2)benzene